dodecyl-(2-hydroxyethyl)trimethyl-ammonium chloride [Cl-].C(CCCCCCCCCCC)C[N+](C)(C)CCO